tert-butyl 3-(4-(4-((1-(tert-butyl)-1H-1,2,3-triazole-4-carboxamido)methyl)-3-methylphenyl)pyridin-3-yl)piperidine-1-carboxylate Tetramethyl-silicate CO[Si](OC)(OC)OC.C(C)(C)(C)N1N=NC(=C1)C(=O)NCC1=C(C=C(C=C1)C1=C(C=NC=C1)C1CN(CCC1)C(=O)OC(C)(C)C)C